COC=1C=C2C(=CC=NC2=CN1)C1=CC=2C(NCCC2N1)=O 2-(6-methoxy-1,7-naphthyridin-4-yl)-1H,5H,6H,7H-pyrrolo[3,2-c]Pyridin-4-one